6-(((1-methylcyclobutyl)amino)methyl)-4-(trifluoromethyl)isoindolin-1-one trifluoroacetate FC(C(=O)O)(F)F.CC1(CCC1)NCC1=CC(=C2CNC(C2=C1)=O)C(F)(F)F